C1(CCCCC1)N/C(=N/C(=O)OCC)/SCC(C(=O)OC)=O Methyl (Z)-3-((N-cyclohexyl-N'-(ethoxycarbonyl)carbamimidoyl)thio)-2-oxopropanoate